ditert-butyl tricarbonate C(=O)(OC(C)(C)C)OC(=O)OC(=O)OC(C)(C)C